((2s,4s)-4-methoxypyrrolidin-2-yl)methanol CO[C@H]1C[C@H](NC1)CO